Rhodium(II) diacetate C(C)(=O)[O-].C(C)(=O)[O-].[Rh+2]